C(C1=CC=CC=C1)OC1=C(C(OC12CCC(CC2)OCCN2CCN(CC2)CCOCCOCC(=O)OC(C)(C)C)=O)C2=C(C=C(C=C2C)C)C tert-butyl 2-(2-(2-(4-(2-(((5s,8s)-4-(benzyloxy)-3-mesityl-2-oxo-1-oxaspiro[4.5]dec-3-en-8-yl)oxy)ethyl)piperazin-1-yl)ethoxy)ethoxy)acetate